CS(=O)(=O)NCC1CN(CCC1)C(=O)OC(C)(C)C Tert-Butyl 3-(methylsulfonamidomethyl)piperidine-1-carboxylate